4-(((R)-4-((1R,4R)-2-oxa-5-azabicyclo[2.2.1]heptan-5-yl)-1-(phenylthio)butan-2-yl)amino)-3-nitrobenzenesulfonamide [C@H]12OC[C@H](N(C1)CC[C@H](CSC1=CC=CC=C1)NC1=C(C=C(C=C1)S(=O)(=O)N)[N+](=O)[O-])C2